2-(6-(((1r,3s,5s)-8-azabicyclo[3.2.1]oct-3-yl)oxy)pyridazin-3-yl)-5-(5-methyl-1H-tetrazol-1-yl)phenol [C@H]12CC(C[C@H](CC1)N2)OC2=CC=C(N=N2)C2=C(C=C(C=C2)N2N=NN=C2C)O